(S)-tert-butyl (6-(isoxazol-5-yl)-1,3,4,5-tetrahydrobenzo[c]oxepin-1-yl)methylcarbamate O1N=CC=C1C1=CC=CC=2[C@H](OCCCC21)CNC(OC(C)(C)C)=O